potassium [cis-2-ethoxycarbonylcyclopropyl]-trifluoro-boranuide C(C)OC(=O)[C@@H]1[C@@H](C1)[B-](F)(F)F.[K+]